ethyl 2-((4-fluoro-2-methoxyphenyl)-amino)-6-(trifluoro-methyl)benzoate FC1=CC(=C(C=C1)NC1=C(C(=O)OCC)C(=CC=C1)C(F)(F)F)OC